C1(=CC=CC=C1)N(C1=CC=C(C=CC=2C=CC=C(C=CN3C(NC(C3)=O)=O)C2)C=C1)C1=CC=CC=C1 5-(4-diphenylaminostyryl)-styrylimidazolidine-2,4-dione